FC1(CC2(C1)C[C@@H](N(CC2)CC2=C1C=CNC1=C(C=C2OC)C)C2=CC=C(C(=O)NCCC(F)(F)F)C=C2)F (R)-4-(2,2-difluoro-7-((5-methoxy-7-methyl-1H-indol-4-yl)methyl)-7-azaspiro[3.5]nonan-6-yl)-N-(3,3,3-trifluoropropyl)benzamide